C(C1=CC=CC=C1)C1(C[C@@H]2[C@@H](CN(C2)C[C@@H](O)C2=CC=C(C=C2)O)C1)F 4-((S)-2-((3aR,5R,6aS)-5-benzyl-5-fluoro-hexahydrocyclopenta[c]pyrrol-2(1H)-yl)-1-hydroxyethyl)phenol